ClC1=CC=C(CCS(=O)(=O)C2=CC=C(\C=C/3\C(=C(C4=CC(=CC=C34)F)CC(=O)O)C)C=C2)C=C1 (Z)-2-(1-(4-((4-Chlorophenethyl)sulfonyl)benzylidene)-5-fluoro-2-methyl-1H-inden-3-yl)acetic acid